N-(cis-4-(2,2-difluoroethoxy)cyclohexyl)-5-(1-(2,2-difluoroethyl)-2-methyl-1H-imidazo[4,5-b]pyridin-6-yl)pyrrolo[2,1-f][1,2,4]triazin-2-amine FC(CO[C@H]1CC[C@H](CC1)NC1=NN2C(C=N1)=C(C=C2)C=2C=C1C(=NC2)N=C(N1CC(F)F)C)F